4-Bromo-[1,1'-biphenyl]-2-ol BrC=1C=C(C(=CC1)C1=CC=CC=C1)O